BrC1=CC2=C(C3=CC=CC=C3C(=C2C=C1)C=1C2=CC=CC=C2C=2C=CC=CC2C1)C1=CC=CC=C1 2-bromo-10-(phenanthren-9-yl)-9-phenylanthracene